5-(3-(5-cyclopropyl-1-(cyclopropylmethyl)-1H-pyrazol-3-yl)-2-fluoro-6-hydroxyphenyl)-1,2,5-thiadiazolidin-3-one 1,1-dioxide C1(CC1)C1=CC(=NN1CC1CC1)C=1C(=C(C(=CC1)O)N1CC(NS1(=O)=O)=O)F